C(C)C=1C=C(C(NN1)=O)C(F)(F)F 6-ethyl-4-(trifluoromethyl)pyridazine-3(2H)-one